O1C(OCC1)C1=C(C=CC(=C1)F)N1N=C(C=C1C(=O)C=1C=NN(C1)CC)C (1-(2-(1,3-dioxolan-2-yl)-4-fluorophenyl)-3-methyl-1H-pyrazol-5-yl)(1-ethyl-1H-pyrazol-4-yl)methanone